5-[2-benzyl-4-[[(3R)-1-methylpyrrolidin-3-yl]methoxy]pyrazol-3-yl]pyrazolo[1,5-a]pyridin C(C1=CC=CC=C1)N1N=CC(=C1C1=CC=2N(C=C1)N=CC2)OC[C@H]2CN(CC2)C